Cl.FC1=C(C=CC=C1CC1NCC2(CC2)C1NS(=O)(=O)C)C1=CC(=CC(=C1)F)F N-(6-((2,3',5'-trifluoro-[1,1'-biphenyl]-3-yl)methyl)-5-azaspiro[2.4]heptan-7-yl)methanesulfonamide hydrochloride